CC=1NC(=CC1C1=NN(C=C1)C)C 3-(2,5-dimethylpyrrolyl)-1-methylpyrazole